1-(Tert-butyl)piperazine C(C)(C)(C)N1CCNCC1